(R)-Methyl 2-(3-(bromomethyl)-5-chlorophenoxy)propanoate BrCC=1C=C(O[C@@H](C(=O)OC)C)C=C(C1)Cl